(2-((2-chloro-7-((2-(trimethylsilyl)ethoxy)methyl)-7H-pyrrolo[2,3-d]pyrimidin-4-yl)amino)phenyl)dimethylphosphine ClC=1N=C(C2=C(N1)N(C=C2)COCC[Si](C)(C)C)NC2=C(C=CC=C2)P(C)C